4-(cyclobutylamino)-2-((4-(dimethylphosphoryl)-2-methoxyphenyl)amino)-7H-pyrrolo[2,3-d]pyrimidine-5-carbonitrile C1(CCC1)NC=1C2=C(N=C(N1)NC1=C(C=C(C=C1)P(=O)(C)C)OC)NC=C2C#N